N1CC(C1)NCC=1C=CC(=C(C(=O)N[C@H](C)C2=CC=CC3=CC=CC=C23)C1)C (R)-5-((azetidin-3-ylamino)methyl)-2-methyl-N-(1-(naphthalen-1-yl)ethyl)benzamide